Cl.N[C@@H](C(=O)N[C@@H](CCCC1=CC=C(C=C1)F)B1OC(C(O1)(C)C)(C)C)COC (R)-2-amino-N-((R)-4-(4-fluorophenyl)-1-(4,4,5,5-tetramethyl-1,3,2-dioxaborolan-2-yl)butyl)-3-methoxypropanamide hydrochloride